C(C1=CC=CC=C1)OC1=C2C(=C3C(NC=NC3=C1)=O)OC(C=C2)(C)C 5-(benzyloxy)-2,2-dimethyl-2H-pyrano[2,3-f]quinazolin-10(9H)-one